FC1=CC2=C(NC(=N2)NC2=NC3=C(N2C)C=CC(=C3)C(=O)OCC)C=C1 ethyl 2-((5-fluoro-1H-benzo[d]imidazol-2-yl) amino)-1-methyl-1H-benzo[d]imidazole-5-carboxylate